(R)-3-(1,5-dimethyl-1H-imidazol-2-yl)-10-ethyl-11-methoxy-2,3,4,4a,5,6-hexahydro-1H,14H-pyrazino[1',2':5,6][1,5]oxazocino[2,3-g]quinoline CN1C(=NC=C1C)N1C[C@@H]2N(CC3=C(C=C4C=C(C(=NC4=C3)OC)CC)OCC2)CC1